(Sa,R)-6-(1-(1-(4-cyclopropylphenyl)ethyl)-4-(propane-1-yn-1-yl)-1H-indazole-7-carboxamido)spiro[3.3]heptane-2-carboxylic acid methyl ester COC(=O)C1CC2(C1)CC(C2)NC(=O)C=2C=CC(=C1C=NN(C21)[C@H](C)C2=CC=C(C=C2)C2CC2)C#CC